2-(2-Chloroethaneamido)-4,5-dimethoxybenzamide ClCC(=O)NC1=C(C(=O)N)C=C(C(=C1)OC)OC